5-fluoro-2-(1H-pyrrolo[2,3-c]pyridin-1-yl)benzoic acid FC=1C=CC(=C(C(=O)O)C1)N1C=CC=2C1=CN=CC2